N-(5-cyclopentyl-1H-pyrazol-3-yl)-6-methoxypyrido[2,3-d]pyrimidin-4-amine C1(CCCC1)C1=CC(=NN1)NC=1C2=C(N=CN1)N=CC(=C2)OC